(4-t-butylphenyl)iodonium hexafluorophosphate F[P-](F)(F)(F)(F)F.C(C)(C)(C)C1=CC=C(C=C1)[IH+]